FC1=CC(=C(C(=O)NCC2=C(C=C(C=C2)C2=NN3C(NC4=C(CC3)C=C(C=C4)N4CCNCC4)=C2C(=O)N)C)C=C1F)OC 2-(4-((4,5-difluoro-2-methoxybenzamido)methyl)-3-methylphenyl)-7-(piperazin-1-yl)-9,10-dihydro-4H-benzo[d]pyrazolo[1,5-a][1,3]diazepine-3-carboxamide